tert-butyl N-cyclopropyl-N-[1-[6-fluoro-7-[(6-methoxy-2-methyl-indazol-5-yl)carbamoyl]-2-methyl-indazol-4-yl]-4-piperidyl]carbamate C1(CC1)N(C(OC(C)(C)C)=O)C1CCN(CC1)C=1C2=CN(N=C2C(=C(C1)F)C(NC1=CC2=CN(N=C2C=C1OC)C)=O)C